(7S)-7-tert-butyl-N-[(1R)-3-(4-hydroxy-1-piperidyl)-1-[3-[(1-methyl-5-oxo-pyrrolidin-3-yl)carbamoyl]phenyl]propyl]-5,6,7,8-tetrahydrothiazolo[5,4-b]quinoline-2-carboxamide C(C)(C)(C)[C@@H]1CC=2C=C3C(=NC2CC1)SC(=N3)C(=O)N[C@H](CCN3CCC(CC3)O)C3=CC(=CC=C3)C(NC3CN(C(C3)=O)C)=O